2-(3-((6-Iodoquinolin-4-yl)amino)-5-methoxyphenoxy)-N-methylacetamide IC=1C=C2C(=CC=NC2=CC1)NC=1C=C(OCC(=O)NC)C=C(C1)OC